CN(C(=O)C1=CC2=C(N(C(=N2)C2=CC(=NC3=CC=CC=C23)C=2N(C=NC2)C)N2C(NC3=C2C=CC=C3)=O)C=C1)C N,N-dimethyl-2-[2-(3-methylimidazol-4-yl)-4-quinolinyl]-1-(2-oxo-1,3-dihydrobenzimidazolyl)benzimidazole-5-carboxamide